6-(6-fluoro-2-(((1r,4r)-4-hydroxy-4-methylcyclohexyl)amino)-4-methoxypyrrolo[2,1-f][1,2,4]triazin-5-yl)-N-methylimidazo[1,2-a]pyridine-3-carboxamide FC=1C(=C2C(=NC(=NN2C1)NC1CCC(CC1)(C)O)OC)C=1C=CC=2N(C1)C(=CN2)C(=O)NC